6-[8-(1,3-benzothiazol-2-ylcarbamoyl)-3,4-dihydroisoquinolin-2(1H)-yl]-3-{2-cyano-3-[(cyclohexylsulfonyl)(methyl)amino]phenyl}pyridine-2-carboxylic acid tert-butyl ester C(C)(C)(C)OC(=O)C1=NC(=CC=C1C1=C(C(=CC=C1)N(C)S(=O)(=O)C1CCCCC1)C#N)N1CC2=C(C=CC=C2CC1)C(NC=1SC2=C(N1)C=CC=C2)=O